OC1=C(C=CC=C1)C(\C=C\C1=CC=2C(=[N+](ON2)[O-])C=C1)=O (E)-1-(2-Hydroxyphenyl)-3-(1-oxido-2,1,3-benzoxadiazol-1-ium-5-yl)prop-2-en-1-one